2-bromo-5-(4-pyridyl)-1,3,4-thiadiazole BrC=1SC(=NN1)C1=CC=NC=C1